CN1C2=CC=CC=C2N(C1=O)C 1,3-dimethylbenzimidazolone